4-(6-hydrazinyl-9-(2-methylpyridin-4-yl)-9H-purin-2-yl)morpholine N(N)C1=C2N=CN(C2=NC(=N1)N1CCOCC1)C1=CC(=NC=C1)C